(S)-2-amino-2-(3-(difluoromethoxy)phenyl)ethanol hydrochloride Cl.N[C@H](CO)C1=CC(=CC=C1)OC(F)F